FC(C1=C(CN2C=CC=3C2=NC=C(C3)C#N)C=CC=C1)(F)F 1-(2-(trifluoromethyl)benzyl)-1H-pyrrolo[2,3-b]pyridine-5-carbonitrile